ClC1=C(C(=CC(=N1)N(CC1=CC=C(C=C1)OC)CC1=CC=C(C=C1)OC)C1CC1)I 6-chloro-4-cyclopropyl-5-iodo-N,N-bis[(4-methoxyphenyl)methyl]pyridin-2-amine